(R)-4-(4-(benzo[d]thiazol-7-yl)phenyl)-N-(2-ethynyl-thiazol-4-yl)-2-(hydroxymethyl)-piperazine-1-carboxamide S1C=NC2=C1C(=CC=C2)C2=CC=C(C=C2)N2C[C@@H](N(CC2)C(=O)NC=2N=C(SC2)C#C)CO